COC=C(C(=O)N(C)C)OC1=CC=C2C(=CC(OC2=C1)=O)C1=C(C=CC=C1)C 3-methoxy-N,N-dimethyl-2-((2-oxo-4-(o-tolyl)-2H-chromen-7-yl)oxy)propenamide